O1C(=CC=C1)CN1CC(CC1=O)C(=O)O 1-[(furan-2-yl)methyl]-5-oxopyrrolidine-3-carboxylic acid